5-(2-amino-5-methylthiazol-4-yl)-2-methyl-N-phenylbenzamide NC=1SC(=C(N1)C=1C=CC(=C(C(=O)NC2=CC=CC=C2)C1)C)C